tert-Butyl 4-[4-[[5-[[2-chloro-6-[3-[2-[1-(trifluoromethyl)cyclopropyl]ethoxy]pyrazol-1-yl]pyridine-3-carbonyl]sulfamoyl]-2-pyridyl]oxy]butyl]-2,2-dimethyl-pyrrolidine-1-carboxylate ClC1=NC(=CC=C1C(=O)NS(=O)(=O)C=1C=CC(=NC1)OCCCCC1CC(N(C1)C(=O)OC(C)(C)C)(C)C)N1N=C(C=C1)OCCC1(CC1)C(F)(F)F